4-((4-cyclopropyl-2-(N-methyl-methanesulfonamido)-phenyl)amino)-N-ethoxy-6-((6-(trifluoromethyl)pyridin-2-yl)amino)nicotinamide C1(CC1)C1=CC(=C(C=C1)NC1=CC(=NC=C1C(=O)NOCC)NC1=NC(=CC=C1)C(F)(F)F)N(S(=O)(=O)C)C